Azetidine-3-yl-methanol HCl salt Cl.N1CC(C1)CO